CC(C)(CCC(C)(OOC(C(CCCC)CC)=O)C)OOC(C(CCCC)CC)=O 2,5-dimethyl-2,5-bis-(2-ethylhexanoyl-peroxy)-hexane